BrC=1C=CC=C2C=NN(C12)N1C(C=C(C=C1C1=CC=CC=C1)C1=CC=CC=C1)C1=CC=CC=C1 1-(7-bromo-1H-indazol-1-yl)-2,4,6-triphenylpyridine